2-amino-1-(1-methyl-1H-pyrazol-3-yl)ethan-1-one NCC(=O)C1=NN(C=C1)C